ethylsulfoxide C(C)S(=O)CC